FC(C)(F)C1=NC=CC(=C1)C(=O)O (1,1-difluoroethyl)pyridine-4-carboxylic acid